OC1=CC=C(C=C1)C1(N(C2=CC=CC=C2C1=O)C)C1=CC=C(C=C1)O 1,2-Dihydro-2,2-bis(4-hydroxyphenyl)-1-methyl-3H-indol-3-one